tert-Butyl 2-bromo-6-[3-fluoro-2-methoxy-4-(trifluoromethoxy)phenoxy]-3-(trifluoromethyl)benzoate BrC1=C(C(=O)OC(C)(C)C)C(=CC=C1C(F)(F)F)OC1=C(C(=C(C=C1)OC(F)(F)F)F)OC